[Si](C)(C)(C(C)(C)C)OC(=C)C1=COC=C1 3-[1-(tert-Butyldimethylsilyloxy)vin-1-yl]furan